(2-((2R,3R,4S,5S,6S)-3,4,5-triacetoxy-6-(4-(3-(hex-5-yn-1-yl)ureido)phenoxy)tetrahydro-2H-pyran-2-yl)ethyl)phosphonic acid C(C)(=O)O[C@@H]1[C@H](O[C@H]([C@H]([C@H]1OC(C)=O)OC(C)=O)OC1=CC=C(C=C1)NC(=O)NCCCCC#C)CCP(O)(O)=O